O=C(CC(=O)O[C@H](C(=O)OC)C1=CC=CC=C1)CC(=O)[O-] (S)-2-methoxy-2-oxo-1-phenylethyl 3-oxoglutarate